C(CCCCC)N(CCCCCC)CC(=O)OC1=C(C=CC=C1)C o-methylphenol N,N-dihexylaminoacetate